NC=1C(=CC2=C(OC3=C(O2)C=CC=C3)C1)C(C)(C)O 2-(3-aminodibenzo[b,e][1,4]dioxin-2-yl)propan-2-ol